N-(3-(2-hydroxynaphthalene-1-yl)-4-hydroxyphenyl)-4-toluenesulfonamide OC1=C(C2=CC=CC=C2C=C1)C=1C=C(C=CC1O)NS(=O)(=O)C1=CC=C(C)C=C1